4-(N-(4-chlorophenyl)sulfamoyl)-N-(3-ethylphenyl)benzamide ClC1=CC=C(C=C1)NS(=O)(=O)C1=CC=C(C(=O)NC2=CC(=CC=C2)CC)C=C1